ClC=1C=CC(=NC1)CNC(=O)C1=CN=C(S1)N1CCC(CC1)N1C[C@@H](CCC1)C N-[(5-chloropyridin-2-yl)methyl]-2-[(3R)-3-methyl-[1,4'-bipiperidin]-1'-yl]-1,3-thiazole-5-carboxamide